BrC=1N=NC=CC1C(=O)N bromo-pyridazine-4-carboxamide